methyl 5-(2-cyano-5-methoxyphenyl)-3-((phenoxycarbonyl)amino)thiophene-2-carboxylate C(#N)C1=C(C=C(C=C1)OC)C1=CC(=C(S1)C(=O)OC)NC(=O)OC1=CC=CC=C1